C(C)C1=NC(=CC=C1N1CC(OCC1)CC(=O)OCC)C=1N=NN(C1COC(N(CCC)C)=O)C ethyl 2-(4-(2-ethyl-6-(1-methyl-5-(((methyl(propyl)carbamoyl)oxy)methyl)-1H-1,2,3-triazol-4-yl)pyridin-3-yl)morpholin-2-yl)acetate